CN1N=CC=2C1=NC(=NC2NCC2=CC=C(C=C2)S(=O)(=O)N)N2CCCCC2 4-(((1-Methyl-6-(piperidin-1-yl)-1H-pyrazolo[3,4-d]pyrimidin-4-yl)amino)methyl)-benzenesulfonamide